Zinc-tin-germanium [Ge].[Sn].[Zn]